6-(((3R,4R)-3-methoxypiperidin-4-yl)amino)-N-(6-(o-tolyl)-5-(trifluoromethyl)pyridin-2-yl)pyridine-2-sulfonamide CO[C@@H]1CNCC[C@H]1NC1=CC=CC(=N1)S(=O)(=O)NC1=NC(=C(C=C1)C(F)(F)F)C1=C(C=CC=C1)C